N(=[N+]=[N-])C1=C(C=CC(=C1)C)I 2-azido-1-iodo-4-methylbenzene